9-methoxy-N-(propan-2-yl)-8-[3-(pyrrolidin-1-yl)propoxy]-1H,2H,4H-pyrano[3,4-c]quinolin-5-amine formate C(=O)O.COC1=CC=2C3=C(C(=NC2C=C1OCCCN1CCCC1)NC(C)C)COCC3